(S)-tert-butyl-3-bromopyrrolidine-1-carboxylate C(C)(C)(C)OC(=O)N1C[C@H](CC1)Br